C1(CCC1)COC=1C=CC2=C(C(=C(O2)C)C(=O)NC2C(CNCC2)(F)F)C1 5-(cyclobutylmethoxy)-N-(3,3-difluoropiperidin-4-yl)-2-methyl-1-benzofuran-3-carboxamide